N-methyl-N'-nitro-N'-nitroguanidine CNC(=N)N([N+](=O)[O-])[N+](=O)[O-]